COC(C1=C(C=C(C(=C1)Cl)C(F)(F)F)CC)=O 5-Chloro-2-ethyl-4-(trifluoromethyl)benzoic acid methyl ester